5-(4-chloro-2-methyl-phenyl)-1-(2-methoxyethyl)-6-oxo-pyridine-3-carboxylic acid ClC1=CC(=C(C=C1)C1=CC(=CN(C1=O)CCOC)C(=O)O)C